C([2H])([2H])([2H])N(C=1C2=C(N=CN1)NC=C2)C2N(CC21CCC1)C(=O)C1=CC=CC=C1C#N 6-[[(methyl-d3)(7H-pyrrolo[2,3-d]pyrimidin-4-yl)amino]-2-azaspiro[3.3]heptan-2-carbonyl]benzonitril